C(C=C)C=1C(=C(O)C=CC1C(C(F)(F)F)(C(F)(F)F)C1=CC=C(C=C1)O)CC=C diallyl-hexafluorobisphenol A